S1C(CCC1C(=O)[O-])C(=O)OCC ethyl tetrahydrothiophene-2,5-dicarboxylate